C(C)(C)(C)OC(=O)[C@@H]1[C@H]2C([C@H]2CN1C([C@H](C(C)(C)C)NC(=O)OC(C)(C)C)=O)(Cl)Cl (1S,2S,5R)-3-((S)-2-((tert-butyloxycarbonyl)amino)-3,3-dimethylbutyryl)-6,6-dichloro-3-azabicyclo[3.1.0]hexane-2-carboxylic acid tert-butyl ester